tert-butyl 5-((6-(2-cyanoethyl)-7-(2,3-dichlorophenyl)-8-fluoro-3-iodo-2-methylquinolin-4-yl)amino)-2-azabicyclo[2.1.1]hexane-2-carboxylate C(#N)CCC=1C=C2C(=C(C(=NC2=C(C1C1=C(C(=CC=C1)Cl)Cl)F)C)I)NC1C2CN(C1C2)C(=O)OC(C)(C)C